N-{(1S)-1-[1-(5-Cyanopyridin-2-yl)-1H-1,2,4-triazol-5-yl]ethyl}-3-(cyclobutyloxy)-5-methylbenzamide C(#N)C=1C=CC(=NC1)N1N=CN=C1[C@H](C)NC(C1=CC(=CC(=C1)C)OC1CCC1)=O